N-pentylmethylaniline C(CCCC)N(C1=CC=CC=C1)C